1-[(2,6-difluorophenyl)methyl]1H-1,2,3-triazole-4-carboxamide FC1=C(C(=CC=C1)F)CN1N=NC(=C1)C(=O)N